Tridecafluorooctyl Diazoacetate [N+](=[N-])=CC(=O)OC(C(C(C(C(CCC(F)(F)F)(F)F)(F)F)(F)F)(F)F)(F)F